CN1C(N(C2=C1C=CC(=C2)B2OC(C(O2)(C)C)(C)C)C)=O 1,3-dimethyl-5-(4,4,5,5-tetramethyl-1,3,2-dioxaborolan-2-yl)-1,3-dihydro-2H-benzo[d]imidazol-2-one